1,4-bis(trichlorosilylmethyl)benzene Cl[Si](Cl)(Cl)CC1=CC=C(C=C1)C[Si](Cl)(Cl)Cl